2-methoxy-4-(4-(4-methylpiperazin-1-yl)phenyl)-N4-(1-(methylsulfonyl)-1,2,3,4-tetrahydroquinolin-8-yl)pyrimidine-2,4-diamine COC1(NC=CC(N1)(NC=1C=CC=C2CCCN(C12)S(=O)(=O)C)C1=CC=C(C=C1)N1CCN(CC1)C)N